O=C1NC2(C(N1)=O)CCN(CC2)C2=NC=CC(=N2)C2=NC1=CC=NC=C1C=C2 2-(2-(2,4-dioxo-1,3,8-triazaspiro[4.5]decan-8-yl)pyrimidin-4-yl)-1,6-naphthyridin